(4-amino-7-bromoimidazo[1,5-a]quinoxalin-8-yl)((4aS,9bS)-7-(trifluoromethyl)-3,4,4a,9b-tetrahydrobenzofuro[3,2-b]pyridin-1(2H)-yl)methanone NC=1C=2N(C3=CC(=C(C=C3N1)Br)C(=O)N1[C@@H]3[C@H](CCC1)OC1=C3C=CC(=C1)C(F)(F)F)C=NC2